5-(2-isopropyl-4-methoxy-phenoxy)-pyrimidine-2,4-diamine C(C)(C)C1=C(OC=2C(=NC(=NC2)N)N)C=CC(=C1)OC